C1(=CCCCC1)C=1C(C(=C2COCCN2C1)C(=O)NC1=CC(=C(C=C1)OC1=CC=NC2=CC(=C(N=C12)OC)OC)F)=O 7-(cyclohexen-1-yl)-N-[4-[(6,7-dimethoxy-1,5-naphthyridin-4-yl)oxy]-3-fluorophenyl]-8-oxo-3,4-dihydro-1H-pyrido[2,1-c][1,4]oxazine-9-carboxamide